ethyltriphenylphosphonium C(C)[P+](C1=CC=CC=C1)(C1=CC=CC=C1)C1=CC=CC=C1